O[C@@H]1C[C@@H](CCC1)NC1=NC(=NC=C1C(=O)N)N[C@H]1COCCC1 4-((1R,3S)-3-hydroxycyclohexylamino)-2-((R)-tetrahydro-2H-pyran-3-ylamino)pyrimidine-5-carboxamide